N-(2-(5-chloro-2-(cyclopropanesulfonamido)thiazol-4-yl)propan-2-yl)-5-(6-ethoxypyrazin-2-yl)picolinamide ClC1=C(N=C(S1)NS(=O)(=O)C1CC1)C(C)(C)NC(C1=NC=C(C=C1)C1=NC(=CN=C1)OCC)=O